2-Furanyl-(methyl)malonic acid diethyl ester C(C)OC(C(C(=O)OCC)(C=1OC=CC1)C)=O